rac-(2R,3R)-8-(2-((tert-butyldimethylsilyl)oxy)ethyl)-8-azaspiro[4.5]decane-2,3-diol [Si](C)(C)(C(C)(C)C)OCCN1CCC2(C[C@H]([C@@H](C2)O)O)CC1 |r|